TRIS[1,2,4]TRIAZOLO[1,5-A:1',5'-C:1'',5''-E][1,3,5]TRIAZIN N1=CN=C2N1C=1N(C=3N2N=CN3)N=CN1